COC(=O)[C@H]1N(CC(C1)=NOC)C(=O)C1=CN=C(S1)C1=C(C=CC=C1)C (2S,4EZ)-4-(methoxyimino)-1-(2-(2-methylphenyl)-1,3-thiazole-5-carbonyl)pyrrolidine-2-carboxylic acid methyl ester